N-(1-(1-(2-((1s,4s)-4-((4-methylpyridin-3-yl)oxy)cyclohexyl)ethyl)-1,4,5,6-tetrahydrocyclopenta[c]pyrazole-3-carbonyl)piperidin-4-yl)acetamide CC1=C(C=NC=C1)OC1CCC(CC1)CCN1N=C(C2=C1CCC2)C(=O)N2CCC(CC2)NC(C)=O